3-[5-[1-[4-[(3R,5R)-5-[(3-bromo-1-methyl-2-oxo-4-pyridyl)amino]-1-methyl-3-piperidyl]benzoyl]-4-piperidyl]-1-oxo-isoindolin-2-yl]piperidine-2,6-dione BrC=1C(N(C=CC1N[C@@H]1C[C@@H](CN(C1)C)C1=CC=C(C(=O)N2CCC(CC2)C=2C=C3CN(C(C3=CC2)=O)C2C(NC(CC2)=O)=O)C=C1)C)=O